[Ir].[Au] Gold-Iridium